C(#N)C=1C=CC(=NC1)NC(C(=O)NC1=CC=C2C(=C1)NC(C21CCOCC1)=O)C1CCCCCCC1 2-[(5-Cyanopyridin-2-yl)-amino]-2-cyclooctyl-N-(2-oxospiro[1H-indole-3,4'-oxane]-6-yl)acetamide